1,2-dimethyl 4-(2-[6-[(2,5-dichloropyrimidin-4-yl)amino]-3-[(methylcarbamoyl)methoxy]-2-oxoquinolin-1-yl]ethoxy)phthalate ClC1=NC=C(C(=N1)NC=1C=C2C=C(C(N(C2=CC1)CCOC=1C=C(C(C(=O)OC)=CC1)C(=O)OC)=O)OCC(NC)=O)Cl